C(C)(C)(C)OC(=O)N1C[C@@H](N(CC1)C1=CC=NC2=CC=C(C=C12)C=1C=NC(=C(C1)N)OC)C (S)-4-(6-(5-amino-6-methoxypyridin-3-yl)quinolin-4-yl)-3-methylpiperazine-1-carboxylic acid tert-butyl ester